C1(=C(C=CC=C1)C#CC1=NNC2=CC=C(C=C12)C(=O)NC(C(=O)N(C)C)C1=CC=CC=C1)C1=CC=CC=C1 3-([1,1'-biphenyl]-2-ylethynyl)-N-(2-(dimethylamino)-2-oxo-1-phenylethyl)-1H-indazole-5-carboxamide